FC=1C=C2N(CCN(C2=CC1)CC1CN(C1)C(C)C)C1=CC=C(C=C1)F 6-Fluoro-4-(4-fluorophenyl)-N-((1-isopropylazetidin-3-yl)methyl)-3,4-dihydroquinoxaline